tert-butyl 2-(5-(2-(cyclopropyl (isopropyl) carbamoyl)-4-fluorophenoxy) pyrimidin-4-yl)-2,7-diazaspiro[3.5]nonane-7-carboxylate C1(CC1)N(C(=O)C1=C(OC=2C(=NC=NC2)N2CC3(C2)CCN(CC3)C(=O)OC(C)(C)C)C=CC(=C1)F)C(C)C